3-[3-methyl-2-oxo-4-[3-(4-piperidyloxy)prop-1-ynyl]benzimidazol-1-yl]piperidine-2,6-dione CN1C(N(C2=C1C(=CC=C2)C#CCOC2CCNCC2)C2C(NC(CC2)=O)=O)=O